(S)-2-(3,4-difluorophenyl)-N-(3-(1-((2-ethyl-2H-pyrazolo[3,4-b]pyrazin-6-yl)amino)ethyl)phenyl)acetamide FC=1C=C(C=CC1F)CC(=O)NC1=CC(=CC=C1)[C@H](C)NC=1C=NC=2C(N1)=NN(C2)CC